BrC=1C=CC=2C=3C4=C(C(=CC3C(C2C1)=O)C#N)C=CC=C4 9-bromo-7-oxo-7H-benzo[c]fluorene-5-carbonitrile